(S)-2-(3-aminooxetane-3-carboxamido)-3-(4-methoxyphenyl)propanoic acid methyl ester COC([C@H](CC1=CC=C(C=C1)OC)NC(=O)C1(COC1)N)=O